(Z,E)-9,11-tetradecadienyl acetate ((Z,E)-9,11-tetradecadienyl acetate) C(CCCCCCC\C=C/C=C/CC)CC(=O)O.C(C)(=O)OCCCCCCCC\C=C/C=C/CC